FC=1C(=C2C=CN(C2=CC1)[Si](C(C)C)(C(C)C)C(C)C)C1CCN(CC1)C(=O)OC(C)(C)C tert-butyl 4-(5-fluoro-1-triisopropylsilyl-indol-4-yl)piperidine-1-carboxylate